CC(CN1C=CC=2C=NC(=CC21)C2=NN(C=C2N)C2OCCCC2)C 3-[1-(2-methylpropyl)pyrrolo[3,2-c]pyridin-6-yl]-1-(oxan-2-yl)pyrazol-4-amine